4-((4-((4-(2H-tetrazol-5-yl)piperidin-1-yl)methyl)phenyl)amino)-2-cycloheptylpyrimido[4,5-d]pyridazin-5(6H)-one N=1NN=NC1C1CCN(CC1)CC1=CC=C(C=C1)NC1=NC(=NC=2C=NNC(C21)=O)C2CCCCCC2